4-benzyl-N-(4-cyanophenyl)-1H-pyrrole-3-sulfonamide C(C1=CC=CC=C1)C=1C(=CNC1)S(=O)(=O)NC1=CC=C(C=C1)C#N